N-[[(1R,2S)-2-fluoro-1-[[tert-butyldimethylsilyl]oxymethyl]-cyclopropyl]methyl]carbamic acid tert-butyl ester C(C)(C)(C)OC(NC[C@@]1([C@H](C1)F)CO[Si](C)(C)C(C)(C)C)=O